NC1=NC=CC(=C1Cl)SC=1C=2N(C(=NC1)N1CCC3(CC1)OC1=C([C@H]3N[S@](=O)C(C)(C)C)C=CC=C1)C=CN2 (R)-N-((R)-1'-(8-((2-amino-3-chloropyridin-4-yl)-thio)imidazo[1,2-c]pyrimidin-5-yl)-3H-spiro[benzofuran-2,4'-piperidin]-3-yl)-2-methylpropane-2-sulfinamide